NC1=NC(=CC(N1)=O)C(CCCC)CC 2-amino-6-(1-ethylpentyl)-3H-pyrimidin-4-one